NC1=NC2=CC(=CC=C2C=C1C(F)F)CC[C@@H]1S[C@@H]([C@@H]([C@@H]1O)O)N1C=CC2=C1N=CN=C2C |&1:18| (2S,3S,4R,SR)-2-(2-(2-amino-3-(difluoromethyl)quinolin-7-yl)ethyl)-5-(4-methyl-7H-pyrrolo[2,3-d]pyrimidin-7-yl)tetrahydrothiophene-3,4-diol